COC(C1=C(C=C(C=C1)OC1CC(C1)O)OC)=O 4-(3-hydroxycyclobutoxy)-2-methoxy-benzoic acid methyl ester